O1CCN(CC1)C(C[C@@H](C(N[C@@H](CCCC1=CC=CC=C1)B1OC(C(O1)(C)C)(C)C)=O)NC(OC(C)(C)C)=O)=O Tert-butyl ((S)-4-morpholino-1,4-dioxo-1-(((R)-4-phenyl-1-(4,4,5,5-tetramethyl-1,3,2-dioxaborolan-2-yl)butyl)amino)butan-2-yl)carbamate